N-(5-(1-(4-ethylphenyl)-1H-pyrazol-4-yl)-1H-indol-3-yl)cyclobutanesulfonamide C(C)C1=CC=C(C=C1)N1N=CC(=C1)C=1C=C2C(=CNC2=CC1)NS(=O)(=O)C1CCC1